4-(4-amino-3-(4-phenoxyphenyl)-1H-pyrazolo[3,4-d]pyrimidin-1-yl)piperidin NC1=C2C(=NC=N1)N(N=C2C2=CC=C(C=C2)OC2=CC=CC=C2)C2CCNCC2